BrC1=NN2C(C(N[C@H](C2)C)=O)=C1NC1=C(C(=CC=C1)Cl)OC (6S)-2-bromo-3-[(3-chloro-2-methoxyphenyl)amino]-6-methyl-5H,6H,7H-pyrazolo[1,5-a]pyrazin-4-one